C(C)(C)[Si](C(C)C)(C(C)C)/C(=C(/C(=O)O)\CCC(C)C)/C(=O)O.C(\C=C/C(=O)OCCC(C)C)(=O)O[Si](C(C)C)(C(C)C)C(C)C triisopropylsilyl isopentyl maleate (triisopropylsilyl isoamyl maleate)